2-(3-(pyridin-4-yl)cyclohexylidene)acetate N1=CC=C(C=C1)C1CC(CCC1)=CC(=O)[O-]